FC1=CC=C(C=C1)N1N=C2N=CN=C(C2=C1)N1CC(NCC1)C(=O)NCC1=CC=C(C=C1)SC 4-(2-(4-fluorophenyl)-2H-pyrazolo[3,4-d]pyrimidin-4-yl)-N-(4-(methylthio)benzyl)piperazine-2-carboxamide